(2,2'-dichloro-[1,1'-biphenyl]-3,3'-diyl)bis(5-(2-amino-2-oxoethyl)-4,5,6,7-tetrahydrothiazolo[5,4-c]pyridine-2-carboxamide) ClC1=C(C=CC=C1C1N(CCC2=C1SC(=N2)C(=O)N)CC(=O)N)C2=C(C(=CC=C2)C2N(CCC1=C2SC(=N1)C(=O)N)CC(N)=O)Cl